OCCCOCCCO 3-(3-hydroxypropoxy)-propan-1-ol